2-(2-((2-(3-(aminomethyl)phenyl)-7-cyclopropylbenzofuran-4-yl)methoxy)phenyl)acetic acid NCC=1C=C(C=CC1)C=1OC2=C(C1)C(=CC=C2C2CC2)COC2=C(C=CC=C2)CC(=O)O